N-[(E)-(4-bromophenyl)methyleneamino]propan-2-amine BrC1=CC=C(C=C1)\C=N\NC(C)C